6-bromo-4-methoxy-2,8-dimethyl-7H,8H-pyrido[2,3-d]pyrimidin-7-one BrC1=CC2=C(N=C(N=C2OC)C)N(C1=O)C